(3R)-3-amino-5-[(4-chlorophenyl)methyl]-8-fluoro-7-(5-morpholino-1,2,4-oxadiazol-3-yl)-1,1-dioxo-2,3-dihydro-1lambda6,5-benzothiazepin-4-one N[C@H]1CS(C2=C(N(C1=O)CC1=CC=C(C=C1)Cl)C=C(C(=C2)F)C2=NOC(=N2)N2CCOCC2)(=O)=O